methyl 1-(4-{[2-methyl-6-(trifluoromethyl)phenyl]methoxy}phenyl)-1,2,4-triazole-3-carboxylate CC1=C(C(=CC=C1)C(F)(F)F)COC1=CC=C(C=C1)N1N=C(N=C1)C(=O)OC